COC1=NC=CC(=C1N1CCC(CC1)N1C(NC2=C(C1)N(N=C2)COCC[Si](C)(C)C)=O)C 6-(2'-Methoxy-4'-methyl-3,4,5,6-tetrahydro-2H-[1,3']bipyridinyl-4-yl)-1-(2-trimethylsilanyl-ethoxymethyl)-1,4,6,7-tetrahydro-pyrazolo[4,3-d]pyrimidin-5-one